2-nitroacetophenone [N+](=O)([O-])CC(=O)C1=CC=CC=C1